(3-Bromo-1-methyl-1H-1,2,4-triazol-5-yl)methanol BrC1=NN(C(=N1)CO)C